FC1=CC(=NC=C1)NC(CC[C@H]1C2C3CCC=4C=CC=CC4C3CC[C@@]2(C(C1)=O)C)=O N-(4-fluoropyridin-2-yl)-3-((13S,15R)-13-methyl-17-oxo-7,8,9,11,12,13,14,15,16,17-decahydro-6H-cyclopenta[a]phenanthren-15-yl)propanamide